C1N(CC12CNC2)C2=NOC(=C2)[C@H](C(=O)N2[C@@H](C[C@H](C2)O)C(=O)N[C@@H](C)C2=CC=C(C=C2)C2=C(N=CS2)C)C(C)C (2S,4R)-1-[(2R)-2-(3-{2,6-Diazaspiro[3.3]heptan-2-yl}-1,2-oxazol-5-yl)-3-methylbutanoyl]-4-hydroxy-N-[(1S)-1-[4-(4-methyl-1,3-thiazol-5-yl)phenyl]ethyl]pyrrolidine-2-carboxamide